(R)-4-((1-(3-(Difluoromethyl)-2-fluorophenyl)ethyl)amino)-2-methoxy-8-methyl-6-(pyridazine-4-yl)pyrido[4,3-d]pyrimidin-7(6H)-one FC(C=1C(=C(C=CC1)[C@@H](C)NC=1C=2C(N=C(N1)OC)=C(C(N(C2)C2=CN=NC=C2)=O)C)F)F